Cl.P.P.P triphosphine hydrochloride